4-(5-(7-azidoheptyl)-3-phenylisoxazol-4-yl)benzenesulfonamide (5-formylpyridin-3-yl)phenyl-cyclohexylcarbamate C(=O)C=1C=C(C=NC1)OC(N(C1CCCCC1)C1=CC=CC=C1)=O.N(=[N+]=[N-])CCCCCCCC1=C(C(=NO1)C1=CC=CC=C1)C1=CC=C(C=C1)S(=O)(=O)N